9-(4-(((1S,4S)-2,5-diazabicyclo[2.2.1]heptan-2-yl)methyl)-2-methoxybenzyl)-6-amino-2-ethoxy-9H-purin-8-ol [C@@H]12N(C[C@@H](NC1)C2)CC2=CC(=C(CN1C3=NC(=NC(=C3N=C1O)N)OCC)C=C2)OC